FC1=C(C=C(C=C1)OC=1C(=C2C=CN(C2=CC1F)S(=O)(=O)C1=CC=C(C)C=C1)C)C1=NN(C=C1)CC1=CN=C(S1)CCC(=O)OCC ethyl 3-(5-((3-(2-fluoro-5-((6-fluoro-4-methyl-1-tosyl-1H-indol-5-yl)oxy)phenyl)-1H-pyrazol-1-yl)methyl)thiazol-2-yl)propanoate